CC=1C(=NC=CN1)CNC=1N=C(N=C2NN=CC12)C ((3-Methyl-2-pyrazinyl)methyl)(3-methyl-2,4,8,9-tetrazabicyclo[4.3.0]nona-1,3,5,7-tetraen-5-yl)amine